I(=O)(=O)[O-].[K+] Kalium iodat